C(C1=CC=CC=C1)N(C(=O)OC(C)C1=CC(=C(C=C1)OC)[N+](=O)[O-])C(CC=C1C(N(C(C1)(C)C)CC1=CC=C(C=C1)OC)=O)C1=CC=CC=C1 1-(4-methoxy-3-nitrophenyl)ethan-1-ol benzyl-N-[3-[1-[(4-methoxyphenyl)methyl]-5,5-dimethyl-2-oxo-pyrrolidin-3-ylidene]-1-phenyl-propyl]carbamate